bromo-4'H-spiro[cyclopropane-1,3'-pyrazino[1,2-b]indazol]-1'(2'H)-one BrN1C(C=2N(N=C3C=CC=CC23)CC12CC2)=O